1-(4-methoxy-3-nitrophenyl)cyclopropane-1-carboxylic acid COC1=C(C=C(C=C1)C1(CC1)C(=O)O)[N+](=O)[O-]